C(CC1=CC=CC=C1)C1(CN(CC1)CC=1C=NC=NC1)C1OCCC1 5-((3-phenethyl-3-(tetrahydrofuran-2-yl)pyrrolidin-1-yl)methyl)pyrimidine